OC1=CC(=C2C=NN(C2=C1C#N)CC1=CC=C(C=C1)OC)N1CCCC1 6-hydroxy-1-[(4-methoxyphenyl)methyl]-4-(pyrrolidin-1-yl)-1H-indazole-7-carbonitrile